tert-butyl-(3-mercaptopropyl)carbamic acid C(C)(C)(C)N(C(O)=O)CCCS